N.N.N.ClC1=[N+](C(=C(C(=C1C1=NOC(=N1)C1=CC(=C(C(=C1)OP(=O)(O)O)O)[N+](=O)[O-])C)Cl)C)[O-] 2,5-dichloro-3-(5-(4-hydroxy-3-nitro-5-(phosphonooxy)phenyl)-1,2,4-oxadiazol-3-yl)-4,6-dimethylpyridine 1-oxide triammonia salt